(3-(5,6-dihydro-[1,2,4]triazolo[4,3-a]pyrazin-7(8H)-yl)propyl)-3,7-di(1H-indazol-5-yl)-10H-phenoxazine N=1N=CN2C1CN(CC2)CCCC2=CC(=CC=1OC3=CC(=CC=C3NC21)C=2C=C1C=NNC1=CC2)C=2C=C1C=NNC1=CC2